C(OC=1C(=NC=CC1OC)C(N[C@H](C(=O)NC(=C(C1=CC=C(C=C1)F)C1=CC=C(C=C1)F)C)CC(C)C)=O)(OCC)=O (S)-2-((1-((1,1-bis(4-fluorophenyl)prop-1-en-2-yl)amino)-4-methyl-1-oxopentan-2-yl)carbamoyl)-4-methoxypyridin-3-yl ethyl carbonate